CC1=NC(=CC(=C1C(=O)OCC([C@H](C[C@H]1C(NCCC1)=O)NC([C@@H](NC(=O)C=1NC2=CC=CC(=C2C1)OCC)CC(C)C)=O)=O)C)C (3S)-3-{[N-(4-ethoxy-1H-indole-2-carbonyl)-L-leucyl]amino}-2-oxo-4-[(3S)-2-oxopiperidin-3-yl]butyl 2,4,6-trimethylpyridine-3-carboxylate